CC(CO)(CCO)O 2-methyl-butane-1,2,4-triol